[1-(2-benzyl-phenyl)-1H-pyrazol-4-yl]-pyridine C(C1=CC=CC=C1)C1=C(C=CC=C1)N1N=CC(=C1)C1=NC=CC=C1